DS-1-allyloxyethyl carbamate C(N)(OC(C)OCC=C)=O